C(C)(C)(C)S(=O)(=O)C=1C(=CC=2N(C1)C=CN2)OCCOC 6-(tert-butylsulfonyl)-7-(2-methoxyethoxy)imidazo[1,2-a]pyridine